BrC1=C(N=C(N=N1)N[C@H]1CN(CCC1)C1CC1)C (R)-6-bromo-N-(1-cyclopropylpiperidin-3-yl)-5-methyl-1,2,4-triazin-3-amine